Br[SiH]1C[Si](C1)(CC)Cl 1-bromo-3-chloro-3-ethyl-1,3-disilacyclobutane